2-(4-(2-acetyl-5-chlorophenyl)-5-methoxy-2-oxopyridin-1(2H)-yl)-4-(tert-butoxy)-N-(2-oxoindolin-5-yl)butanamide C(C)(=O)C1=C(C=C(C=C1)Cl)C1=CC(N(C=C1OC)C(C(=O)NC=1C=C2CC(NC2=CC1)=O)CCOC(C)(C)C)=O